FC1=C(CN2C=NN(C2=O)C2=CC(=C(OC=3N=CSC3C=O)C=C2)F)C(=CC=C1)F 4-(4-(4-(2,6-difluorobenzyl)-5-oxo-4,5-dihydro-1H-1,2,4-triazol-1-yl)-2-fluorophenoxy)thiazole-5-carbaldehyde